prop-1-yl-(norvaline) C(CC)N[C@@H](CCC)C(=O)O